ClC1=C(C=C(OCCCCCNC(OC(C)(C)C)=O)C=C1)COC1(CC1)C=1C=NC=CC1C1=C(C=CC=C1)OC1CC1 tert-butyl (5-(4-chloro-3-((1-(4-(2-cyclopropoxyphenyl)pyridin-3-yl)cyclopropoxy)methyl)phenoxy)pentyl)carbamate